C(C)(C)C1=C(C(=CC=C1)C(C)C)N1C(=NC=C1)C1=CC=2N(C3=CC=CC=C3C2C=C1)C1=CC(=CC=C1)C=1N(C=CN1)C1=C(C=CC=C1C(C)C)C(C)C 2-(1-(2,6-diisopropylphenyl)-1H-imidazol-2-yl)-9-(3-(1-(2,6-diisopropylphenyl)-1H-imidazol-2-yl)phenyl)-9H-carbazole